OC1(CCCCC1)C1=C(C=CC=C1)C(=O)C1=C(C=CC=C1)C1(CCCCC1)O 1-hydroxycyclohexylphenyl keton